[1,3-bis(2,4,6-trimethylphenyl)-4,5-dihydroimidazol-2-ylidene][3-methyl-2-butenylidene]ruthenium dichloride CC1=C(C(=CC(=C1)C)C)N1C(N(CC1)C1=C(C=C(C=C1C)C)C)=[Ru](=CC=C(C)C)(Cl)Cl